2-Methyl 5-methyl 3-methoxy-4-carbonyl-4H-pyran-2,5-dicarboxylate COC1=C(OC=C(C1=C=O)C(=O)OC)C(=O)OC